COC=1C=CC=2N3C=CC(=NC3=NC2C1)C(=O)NC1=NNC(C=C1)=O 5-methoxy-N-(6-oxo-1,6-dihydropyridazin-3-yl)-1,8,10-triazatricyclo[7.4.0.02,7]trideca-2(7),3,5,8,10,12-hexaene-11-carboxamide